1-methyl-N-(3-(3-(morpholine-4-carbonyl)pyrazolo[1,5-a]pyridin-5-yl)-1H-pyrrolo[2,3-b]pyridin-6-yl)piperidine-4-carboxamide CN1CCC(CC1)C(=O)NC1=CC=C2C(=N1)NC=C2C2=CC=1N(C=C2)N=CC1C(=O)N1CCOCC1